Tert-butyl (R)-(3-((4-bromophenyl)amino)butanoyl)carbamate BrC1=CC=C(C=C1)N[C@@H](CC(=O)NC(OC(C)(C)C)=O)C